C1=CC=CC=2C3=C(NC4=C(C21)C=CC=C4)C=CC=C3 9H-tribenz[b,d,f]azepine